C(C)(C)(C)OC(=O)N1CCC(CC1)CN1CCC(CC1)C1=NC2=C(C=CC=C2C(N1)=O)Cl.C(#N)C=CC1=CC=C(C=C1)C=CC1=CC=C(C=C1)C=CC#N 4,4'-bis(cyanovinyl)stilbene tert-butyl-4-((4-(8-chloro-4-oxo-3,4-dihydroquinazolin-2-yl)piperidin-1-yl)methyl)piperidine-1-carboxylate